6-fluoro-4-oxo-7-{3-[(prop-2-yn-1-yl)carbamoyl]azetidin-1-yl}-1-(1,3-thiazol-2-yl)-1,4-dihydro-1,8-naphthyridine-3-carboxylic acid FC=1C=C2C(C(=CN(C2=NC1N1CC(C1)C(NCC#C)=O)C=1SC=CN1)C(=O)O)=O